N1N=CC(=C1)NC1=NC=CC(=C1)OC1=CC(=C(C=C1)NC1=NC=NC2=CC(=C(C=C12)NC1CCN(CC1)C(C=C)=O)OC)F 1-(4-((4-((4-((2-((1H-pyrazol-4-yl)amino)pyridin-4-yl)oxy)-2-fluorophenyl)amino)-7-methoxyquinazolin-6-yl)amino)piperidin-1-yl)prop-2-en-1-one